(2R,3R,4R,5S)-2-((dimethylamino)methyl)-5-((6-(trifluoromethyl)pyrazin-2-yl)amino)tetrahydro-2H-pyran-3,4-diol CN(C)C[C@H]1OC[C@@H]([C@H]([C@H]1O)O)NC1=NC(=CN=C1)C(F)(F)F